C(C)(=O)O[C@@H]1[C@H](O[C@@H]([C@H]([C@H]1OC(C)=O)OC(C)=O)OC1=CC=C(C=C1)OCCCCCCC#C)CCP(O)(O)=O (2-((2R,3R,4S,5S,6R)-3,4,5-triacetoxy-6-(4-(oct-7-yn-1-yloxy)phenoxy)tetrahydro-2H-pyran-2-yl)ethyl)phosphonic acid